2-(4-acetylpiperazin-1-yl)-N-(5-((4-chlorobenzyl)oxy)-1,3,4-thiadiazol-2-yl)nicotinamide C(C)(=O)N1CCN(CC1)C1=C(C(=O)NC=2SC(=NN2)OCC2=CC=C(C=C2)Cl)C=CC=N1